(S)-(5-(pyridin-3-yl)-1,3,4-oxadiazol-2-yl)(4-(4-(trifluoromethyl)pyrazolo[1,5-a]pyridin-2-yl)-6,7-dihydro-1H-imidazo[4,5-c]pyridin-5(4H)-yl)methanone N1=CC(=CC=C1)C1=NN=C(O1)C(=O)N1[C@@H](C2=C(CC1)NC=N2)C2=NN1C(C(=CC=C1)C(F)(F)F)=C2